cis-2-(4-(1-methyl-1H-pyrazol-5-yl)piperidin-1-yl)-6-azaspiro[3.4]octane-6-carboxylic acid tert-butyl ester C(C)(C)(C)OC(=O)N1CC2(CC(C2)N2CCC(CC2)C2=CC=NN2C)CC1